C(CCC)(C1(CC=C(C(=C1)C(C)(C)C)O)C(C)(C)C)C1(CC=C(C(=C1)C(C)(C)C)O)C(C)(C)C 4,4'-butylidenebis(4,6-di-tert-butylphenol)